3,5,6-trimethyl-pyrazine-2-phthalic acid CC=1C(=NC(=C(N1)C)C)C=1C=CC=C(C1C(=O)O)C(=O)O